[Sm].[Cs] cesium-samarium